C(\C=C\C(=O)[O-])(=O)[O-].[Na+].[Na+] Dinatrium fumarat